Hex-5-ylamine hydrochloride Cl.CCCCC(C)N